2-(2-(3-(3-chlorophenyl)ureido)benzylamino)benzamide ClC=1C=C(C=CC1)NC(NC1=C(CNC2=C(C(=O)N)C=CC=C2)C=CC=C1)=O